4-(3,5-difluorophenyl)-3-fluoropyridin-1-ium-1-ol FC=1C=C(C=C(C1)F)C1=C(C=[N+](C=C1)O)F